ClC1=C(OCCNC(=O)NC=2C=C3C(N(C(C3=CC2)=O)C2C(NC(CC2)=O)=O)=O)C(=CC(=C1)C(C)(C1=CC=C(C=C1)OCC1=NC(=NC=C1)S(=O)(=O)C)C)C#N 1-[2-[2-chloro-6-cyano-4-[1-methyl-1-[4-[(2-methylsulfonylpyrimidin-4-yl)methoxy]phenyl]ethyl]phenoxy]ethyl]-3-[2-(2,6-dioxo-3-piperidyl)-1,3-dioxo-isoindolin-5-yl]urea